4-((methylsulfonyl)methyl)-2-(6-azaspiro[2.5]octan-6-yl)benzoic acid CS(=O)(=O)CC1=CC(=C(C(=O)O)C=C1)N1CCC2(CC2)CC1